(2R*,3R*)-2-amino-3-methylpentanoic acid N[C@@H](C(=O)O)[C@@H](CC)C |o1:1,5|